3-(4-(2-(3-(3-((4-((8-cyclopentyl-7-oxo-7,8-dihydropyrido[2,3-d]-pyrimidin-2-yl)amino)piperidin-1-yl)sulfonyl)phenoxy)azetidin-1-yl)ethoxy)-1-oxoisoindolin-2-yl)piperidine-2,6-dione C1(CCCC1)N1C(C=CC2=C1N=C(N=C2)NC2CCN(CC2)S(=O)(=O)C=2C=C(OC1CN(C1)CCOC1=C3CN(C(C3=CC=C1)=O)C1C(NC(CC1)=O)=O)C=CC2)=O